2-(3-(2-hydroxypropyl)-2-oxoimidazolidin-1-yl)-4,6-bis(trifluoromethyl)phenyl (4-fluorophenyl)(methyl)carbamate FC1=CC=C(C=C1)N(C(OC1=C(C=C(C=C1C(F)(F)F)C(F)(F)F)N1C(N(CC1)CC(C)O)=O)=O)C